1,2,6-hexane-tricarbonitrile C(C(CCCCC#N)C#N)C#N